3-(3,6-dinitro-9H-carbazol-9-yl)propane methyl-4-[2-[[6-[3-(5-chloro-2-fluoro-phenyl)-1H-pyrazol-4-yl]-1,5-naphthyridin-3-yl]amino]ethyl]piperazine-2-carboxylate COC(=O)C1NCCN(C1)CCNC=1C=NC2=CC=C(N=C2C1)C=1C(=NNC1)C1=C(C=CC(=C1)Cl)F.[N+](=O)([O-])C=1C=CC=2N(C3=CC=C(C=C3C2C1)[N+](=O)[O-])CCC